gamma-Glutamyl-Cystein N[C@@H](CCC(=O)N[C@@H](CS)C(=O)O)C(=O)O